N-((2-bromo-3,4,5,6-tetrafluorophenyl)sulfonyl)-N-(2-methylbenzyl)glycine BrC1=C(C(=C(C(=C1F)F)F)F)S(=O)(=O)N(CC(=O)O)CC1=C(C=CC=C1)C